2-(2,4-dioxo-5-((Z)-4-(((1r,4r)-4-(3-(4-(trifluoromethoxy)phenyl)ureido)cyclohexyl)oxy)benzylidene)thiazolidin-3-yl)acetic acid O=C1S\C(\C(N1CC(=O)O)=O)=C/C1=CC=C(C=C1)OC1CCC(CC1)NC(=O)NC1=CC=C(C=C1)OC(F)(F)F